N1CC(C1)C[N+]1(CCC(CC1)CNC(C1=C(C=C(C=C1)NC=1C=2N(C=CN1)C(=CN2)C=2C(=NC(=CC2)C=2C(=NNC2C)C)F)CC)=O)C N-[[1-(azetidin-3-ylmethyl)-1-methyl-piperidin-1-ium-4-yl]methyl]-4-[[3-[6-(3,5-dimethyl-1H-pyrazol-4-yl)-2-fluoro-3-pyridyl]imidazo[1,2-a]pyrazin-8-yl]amino]-2-ethyl-benzamide